(4-methoxyphenyl)-N-propyl-2-(4-(trifluoromethyl)phenyl)oxazole-4-carboxamide COC1=CC=C(C=C1)C1=C(N=C(O1)C1=CC=C(C=C1)C(F)(F)F)C(=O)NCCC